NCCN(C1CCC(CC1)N1C(N(C(C(C1=O)=C(N)N)=O)CCCC)=O)C1COC1 1-((1s,4s)-4-((2-Aminoethyl)(oxetan-3-yl)amino)cyclohexyl)-3-butyl-5-(diaminomethylene)pyrimidine-2,4,6(1H,3H,5H)-trione